N1C(=NCCC1)SCCCN1CCCCCC1 1-(3-((1,4,5,6-tetrahydropyrimidin-2-yl)thio)propyl)azepane